7-(2-((3aR,3bR,4aS,5R,5aS)-5-(4-Amino-7H-pyrrolo[2,3-d]pyrimidin-7-yl)-2,2-dimethyltetrahydrocyclopropa[3,4]cyclopenta[1,2-d][1,3]dioxol-3b(3aH)-yl)ethyl)quinoxalin-2-amine NC=1C2=C(N=CN1)N(C=C2)[C@@H]2[C@@H]1[C@]([C@@H]3[C@H]2OC(O3)(C)C)(C1)CCC1=CC=C3N=CC(=NC3=C1)N